6-(Cyclopropanesulfonyl)-2-methylpyrido[3,4-d]pyrimidin-4-ol C1(CC1)S(=O)(=O)C1=CC2=C(N=C(N=C2O)C)C=N1